1-((3S,5R)-1-acryloyl-5-(methoxymethyl)pyrrolidin-3-yl)-3-((3-ethyl-2-methyl-3H-imidazo[4,5-b]pyridin-6-yl)ethynyl)-5-(methylamino)-1H-pyrazole-4-carboxamide C(C=C)(=O)N1C[C@H](C[C@@H]1COC)N1N=C(C(=C1NC)C(=O)N)C#CC=1C=C2C(=NC1)N(C(=N2)C)CC